N\C(\C(=O)O)=C/C (Z)-2,3-didehydroaminobutyric acid